(3R)-tert-butyl 8-(azidomethyl)-11,11-difluoro-3-methyl-3,4,8,9,10,11-hexahydro-1H-pyrido[4',3':3,4]pyrazolo[1,5-a]azepine-2(7H)-carboxylate N(=[N+]=[N-])CC1CCC(C=2N(C1)N=C1C2CN([C@@H](C1)C)C(=O)OC(C)(C)C)(F)F